6-(((5,6,7,8-tetrahydro-[1,2,4]-triazolo[1,5-a]pyridin-8-yl)amino)-methyl)nicotinonitrile N=1C=NN2C1C(CCC2)NCC2=NC=C(C#N)C=C2